4,6-dimethoxy-1,3-cyclohexanedione COC1C(CC(C(C1)OC)=O)=O